FC(F)(F)N1NCCC1 trifluoromethylpyrazolidine